BrC=1C(C2=CC(=CC=C2C1C=1N=CSC1C)OCCO[Si](C)(C)C(C)(C)C)=O bromo-6-(2-((t-butyldimethylsilyl)oxy)ethoxy)-3-(5-methylthiazol-4-yl)-1H-inden-1-one